N1N=C(C=C1)C1=C(C=CC=C1)NC(=O)NCCN1CCCCC1 1-(2-(1H-pyrazol-3-yl)phenyl)-3-(2-(piperidin-1-yl)ethyl)urea